S1C=NC2=C1C=C(C=C2)N2CCOCC2 (benzothiazol-6-yl)morpholine